N1=CNC=2C1=CC=NC2 3H-imidazo[4,5-d]pyridine